ClC1=C(C=2C(=NC=CC2OC2=CC(=C(C=C2)NC(OC(C)(C)C)=O)F)N1COCC[Si](C)(C)C)Cl tert-butyl (4-((2,3-dichloro-1-((2-(trimethylsilyl)ethoxy)methyl)-1H-pyrrolo[2,3-b]pyridin-4-yl)oxy)-2-fluorophenyl)carbamate